CC1=C(C(=O)N2C=CC=3C2=CN=CC3C3=CC=C(C#N)C=C3)C=CC=C1 4-(1-(2-Methylbenzoyl)-1H-pyrrolo[2,3-c]pyridin-4-yl)benzonitrile